methyl-(2S,4R)-4-hydroxy-1-[2-(4-{6-[3-(2-hydroxyphenyl)cinnolin-7-yl]-2,6-diazaspiro[3.3]heptan-2-yl}-1,2,3-triazol-1-yl)-3-methylbutanoyl]pyrrolidine-2-carboxylic acid C[C@@]1(N(C[C@@H](C1)O)C(C(C(C)C)N1N=NC(=C1)N1CC2(C1)CN(C2)C2=CC=C1C=C(N=NC1=C2)C2=C(C=CC=C2)O)=O)C(=O)O